C(#C)C1=CC=C(C=C1)N=S(OC1=CC=C(C=C1)C1=CC=CC=C1)(OC1=CC=C(C=C1)C1=CC=CC=C1)=O Di([1,1'-biphenyl]-4-yl) (4-ethynylphenyl)sulfurimidate